(S)-2-amino-3-(4'-(dimethylphosphoryl)-3-fluoro-[1,1'-biphenyl]-4-yl)propanenitrile 4-methylbenzenesulfonate CC1=CC=C(C=C1)S(=O)(=O)O.N[C@H](C#N)CC1=C(C=C(C=C1)C1=CC=C(C=C1)P(=O)(C)C)F